tert-butyl N-[[3-chloro-5-[[2-(2,6-dioxo-3-piperidyl)-1-oxo-isoindolin-5-yl]methylcarbamoylamino]phenyl]methyl]carbamate ClC=1C=C(C=C(C1)NC(NCC=1C=C2CN(C(C2=CC1)=O)C1C(NC(CC1)=O)=O)=O)CNC(OC(C)(C)C)=O